C(C1=CC=CC=C1)(=O)NC1=NC(NC=C1C)=O 4-N-benzoyl-5-methyl-cytosine